ClC1=CC(=CC=2C(=NOC21)C2CC2)NC(C)=O N-(7-Chloro-3-cyclopropylbenzisoxazol-5-yl)acetamide